C(C)(C)(C)C=1C=C(C=C(C1O)C)CCCOP1OC2=C(C3=C(O1)C(=CC(=C3)C(C)(C)C)C(C)(C)C)C=C(C=C2C(C)(C)C)C(C)(C)C 6-[3-(3-tert-Butyl-4-hydroxy-5-methylphenyl)propoxy]-2,4,8,10-tetra-tert-butyldibenzo[d,f][1,3,2]dioxaphosphepin